(S)-1-butyl-4',4'-diphenyl-4',5'-dihydro-2'h-spiro[indol-3,1'-[1,2]oxazino[5,4-b]indol]-2-one C(CCC)N1C([C@]2(NOC(C=3NC=4C=CC=CC4C32)(C3=CC=CC=C3)C3=CC=CC=C3)C3=CC=CC=C13)=O